C(C)(C)(C)NS(=O)(=O)C1=CC(=CC=C1)NC1=NC(=NC=C1C)NC1=CC=C(C=C1)N1CCN(CC1)CC1=C(C=NC=C1)N1C(NC(CC1)=O)=O N-(tert-butyl)-3-((2-((4-(4-((3-(2,4-dioxotetrahydropyrimidin-1(2H)-yl)pyridin-4-yl)methyl)piperazin-1-yl)phenyl)amino)-5-methylpyrimidin-4-yl)amino)benzenesulfonamide